FC1=CC=C(C=C1)N1C(C(=NC=C1)C(=O)O)=O 4-(4-fluorophenyl)-3-oxo-3,4-dihydropyrazine-2-carboxylic acid